FC=1C=CC(=C(C1)C1(CC1)/C(/NOC(=O)C1=NN(C(=C1)C(F)(F)F)C)=N/[H])C (Z)-1-(5-fluoro-2-methylphenyl)-N-((1-methyl-5-(trifluoromethyl)-1H-pyrazole-3-carbonyl)oxy)cyclopropane-1-carboximidamide